CNC=1NC(C=2NC=NC2N1)=O N-methylguanine